1-((6-(2-fluorophenyl)pyridazin-3-yl)methyl)-4-(3-hydroxycyclobutyl)piperazine-2,3-dione FC1=C(C=CC=C1)C1=CC=C(N=N1)CN1C(C(N(CC1)C1CC(C1)O)=O)=O